1,3-diphenyl-1,3-propanediol ditrimethylphenylglyoxylate CC1=C(C(=C(C=C1)C(C(=O)OC(CC(OC(C(=O)C1=C(C(=C(C=C1)C)C)C)=O)C1=CC=CC=C1)C1=CC=CC=C1)=O)C)C